2-(5-chloropyridin-3-yl)-4-fluoro-6-isopropylaniline ClC=1C=C(C=NC1)C1=C(N)C(=CC(=C1)F)C(C)C